methyl 4-(2-chloroacetoxy)-1H-pyrrole-2-carboxylate ClCC(=O)OC=1C=C(NC1)C(=O)OC